C(C)N(CCNC(=O)C=1C(=C(NC1C)\C=C\1/C(N(C2=CC=C(C=C12)F)C(=O)OCCCCN)=O)C)CC 4-aminobutyl (Z)-3-((4-((2-(diethylamino) ethyl) carbamoyl)-3,5-dimethyl-1H-pyrrol-2-yl) methylene)-5-fluoro-2-oxoindole-1-carboxylate